1-nonadecanoyl-2-(7Z,10Z,13Z,16Z-docosatetraenoyl)-glycero-3-phosphocholine CCCCCCCCCCCCCCCCCCC(=O)OC[C@H](COP(=O)([O-])OCC[N+](C)(C)C)OC(=O)CCCCC/C=C\C/C=C\C/C=C\C/C=C\CCCCC